CON[C@@H](CC1=C(C=C(C=C1Cl)Cl)Cl)C |r| (+-)-O-methyl-N-[1-methyl-2-(2,4,6-trichlorophenyl)-ethyl]-hydroxylamine